COC(NC1=C(C=C(C=C1F)F)C=1C=C2C(=C(C=NC2=CC1)C1=CC(=CC(=C1)F)F)N1CCC(CC1)N)=O.C(CCC)[Sn](OC)(CCCC)CCCC tributyl-(methoxy)stannane methyl-N-{2-[4-(4-aminopiperidin-1-yl)-3-(3,5-difluorophenyl)quinolin-6-yl]-4,6-difluorophenyl}carbamate